4-(2-(4-isopropyl-5-(8-methoxy-[1,2,4]triazolo[1,5-a]pyridin-6-yl)-1H-pyrazol-3-yl)-4-methylthiazol-5-yl)cyclohexan-1-one C(C)(C)C=1C(=NNC1C=1C=C(C=2N(C1)N=CN2)OC)C=2SC(=C(N2)C)C2CCC(CC2)=O